C1(=CC=CC=C1)S(=O)(=O)O.N=1C(CN=C2C=CC=CC12)=O quinoxalin-2(3H)-one benzenesulfonate